FC(C)(C)C1=CC=CC(=N1)N 6-(2-fluoropropan-2-yl)pyridin-2-amine